NC=1C(=CC(=C(C1)NC1=NC=C(C(=N1)N1CC(C2=NC(=CC=C21)C)(C)C)C(=O)OC(C)C)OC)N(C)CCN(CC)CC isopropyl 2-((5-amino-4-((2-(diethylamino) ethyl)(methyl)amino)-2-methoxyphenyl)amino)-4-(3,3,5-trimethyl-2,3-dihydro-1H-pyrrolo[3,2-b]pyridin-1-yl)pyrimidine-5-carboxylate